N-[4-[(6,7-Dimethoxy-1,5-naphthyridin-4-yl)oxy]-3-fluorophenyl]-6-methyl-1-(2-methylpyridin-4-yl)-2-oxopyridine-3-carboxamide COC=1N=C2C(=CC=NC2=CC1OC)OC1=C(C=C(C=C1)NC(=O)C=1C(N(C(=CC1)C)C1=CC(=NC=C1)C)=O)F